NC1=CC=C2C(NN=C(C2=C1)CN1C(C2=CC=CC=C2C1=O)=O)=O 2-[(7-amino-4-oxo-3H-phthalazin-1-yl)methyl]isoindoline-1,3-dione